ClC1=C(C=CC(=C1)NC(CC1=CC=C(C=C1)S(=O)(=O)CC)=O)C1=C(C=CC=C1)NC(C=C)=O N-(2'-chloro-4'-(2-(4-(ethylsulfonyl)phenyl)acetamido)-[1,1'-biphenyl]-2-yl)acrylamide